COC(=O)C=1C=CC2=C(N(C(=N2)[C@H](C)N2C(CN(CC2)C(=O)OC(C)(C)C)=O)C[C@H]2OCC2)C1 2-((S)-1-(4-(tert-butoxycarbonyl)-2-oxopiperazin-1-yl)ethyl)-1-(((S)-oxetane-2-yl)methyl)-1H-benzo[d]imidazole-6-carboxylic acid methyl ester